ethyl-4,5,6,7-tetrahydrobenzo[b]thiophene-2-carboxylic acid C(C)C=1C2=C(SC1C(=O)O)CCCC2